N1(CCCC1)CCCNC(=O)OC(C(=O)OCCCCCCCC(=O)OCCCCCCCC)C(=O)OCCCCCCCC(=O)OCCCCCCCC bis(8-(octyloxy)-8-oxooctyl) 2-(((3-(pyrrolidin-1-yl)propyl)carbamoyl)oxy)-malonate